FC1=C(C=C(C=C1)CO)C1=NN2C(N=CC=C2)=C1C(=O)N[C@@H]1C(NC2=C(C(=N1)C1=CC=CC=C1)C=CC=C2)=O 2-[2-Fluoro-5-(hydroxymethyl)phenyl]-N-[(3S)-2-oxo-5-phenyl-1,3-dihydro-1,4-benzodiazepin-3-yl]pyrazolo[1,5-a]pyrimidine-3-carboxamide